O[Ge](CCC(=O)O)(O)O 3-(trihydroxygermyl)propanoic acid